C(#N)C1=C(CN2CC3=C(CC2)SC=C3)C=CC=C1 5-(2-Cyanobenzyl)-4,5,6,7-tetrahydrothieno[3,2-c]pyridin